4-fluoro-4-((4-(methoxycarbonyl)phenoxy)methyl)piperidine-1-carboxylic acid tert-butyl ester C(C)(C)(C)OC(=O)N1CCC(CC1)(COC1=CC=C(C=C1)C(=O)OC)F